5-cyclopropylspiro[isoindoline-1,3'-oxetane] C1(CC1)C=1C=C2CNC3(COC3)C2=CC1